(1R,3r)-3-((3r)-3-(1-(4-chloro-1-(1-(2,4-dichlorophenyl)ethyl-2,2,2-d3)-1H-benzo[d][1,2,3]triazol-6-yl)azetidin-3-yl)piperidin-1-yl)-1-methylcyclobutane-1-carboxylic acid methyl ester COC(=O)C1(CC(C1)N1C[C@H](CCC1)C1CN(C1)C=1C=C(C2=C(N(N=N2)[C@H](C([2H])([2H])[2H])C2=C(C=C(C=C2)Cl)Cl)C1)Cl)C